C(C)(C)(C)OC(=O)N(C(OC(C)(C)C)=O)C1=C(C=C2C(=N1)CCO2)F tert-butyl N-tert-butoxycarbonyl-N-(6-fluoro-2,3-dihydrofuro[3,2-b]pyridin-5-yl)carbamate